O1COC2=C1C=CC=C2 benzo-1,3-dioxole